O=C1N(CC2=C(C=CC=C12)CN1CCN(CC1)C1CCNCC1)C1C(NC(CC1)=O)=O 3-(1-oxo-4-((4-(piperidin-4-yl)piperazin-1-yl)methyl)isoindolin-2-yl)piperidine-2,6-dione